[(5R)-1-(tert-butoxycarbonyl)-5-[2,3-dichloro-6-(methoxymethoxy)phenyl]pyrrolidin-3-yl]acetic acid C(C)(C)(C)OC(=O)N1CC(C[C@@H]1C1=C(C(=CC=C1OCOC)Cl)Cl)CC(=O)O